CC1CC2(NC3=NC(=C(C=C3CC2)C2=NC=CC=N2)C)CN1C([C@H](C)C1=CC(=NC=C1F)OC)=O (2R)-1-(5,7'-dimethyl-6'-(pyrimidin-2-yl)-3',4'-dihydro-1'H-spiro[pyrrolidine-3,2'-[1,8]naphthyridine]-1-yl)-2-(5-fluoro-2-methoxypyridin-4-yl)propan-1-one